N-((1s,3s)-3-(6-((4-(4-((2-(2,6-dioxopiperidin-3-yl)-1,3-dioxoisoindoline-5-yl)glycyl)piperazin-1-yl)phenyl)amino)-9H-purin-9-yl)cyclobutyl)-6-methylpicolinamide O=C1NC(CC[C@@H]1N1C(C2=CC=C(C=C2C1=O)NCC(=O)N1CCN(CC1)C1=CC=C(C=C1)NC1=C2N=CN(C2=NC=N1)C1CC(C1)NC(C1=NC(=CC=C1)C)=O)=O)=O